4-(dimethoxymethyl)-6-methoxypyridine-3-carbaldehyde COC(C1=C(C=NC(=C1)OC)C=O)OC